C(C)(=O)N1[C@H]([C@@H]([C@H](C2=CC(=CC=C12)C(=O)NCC(C)O)NC1=NC=CC=N1)C)C1CC1 (2S,3R,4R)-1-acetyl-2-cyclopropyl-N-(2-hydroxypropyl)-3-methyl-4-(pyrimidin-2-ylamino)-1,2,3,4-tetrahydroquinoline-6-carboxamide